tert-butyl 4-[[4-[2-[(1S)-1-(3-ethoxy-4-methoxyphenyl)-2-methyl-sulfonylethyl]-1,3-dioxoisoindolin-4-yl]piperazin-1-yl]methyl]piperidine-1-carboxylate C(C)OC=1C=C(C=CC1OC)[C@@H](CS(=O)(=O)C)N1C(C2=CC=CC(=C2C1=O)N1CCN(CC1)CC1CCN(CC1)C(=O)OC(C)(C)C)=O